4,6-dichloro-N-[(1S)-2-[[(1S)-1-cyano-2-[(3S)-2-oxo-3-piperidyl]ethyl]amino]-1-(cyclopropylmethyl)-2-oxo-ethyl]-1H-indole-2-carboxamide ClC1=C2C=C(NC2=CC(=C1)Cl)C(=O)N[C@H](C(=O)N[C@@H](C[C@H]1C(NCCC1)=O)C#N)CC1CC1